(S)-pyrrolidin-3-yl-4-((1-isopropyl-6-methyl-1H-imidazo[4,5-c]pyridin-4-yl)amino)piperidine-1-carboxylic acid N1CC(CC1)[C@H]1N(CCC(C1)NC1=NC(=CC2=C1N=CN2C(C)C)C)C(=O)O